[Na+].C(C=C)(=O)[NH-] acrylamide sodium salt